(2S)-2-(tert-Butoxycarbonylamino)-4-(1-methyl-5-nitro-benzoimidazol-2-yl)butanoic acid ethyl ester C(C)OC([C@H](CCC1=NC2=C(N1C)C=CC(=C2)[N+](=O)[O-])NC(=O)OC(C)(C)C)=O